3-(5-(trifluoromethyl)pyridin-2-yl)-1,2,4-oxadiazol-5-amine FC(C=1C=CC(=NC1)C1=NOC(=N1)N)(F)F